NC=1C=CC(=C(C1)N(C(OC(C)(C)C)=O)C(=O)OC(C)(C)C)Cl tert-Butyl N-(5-amino-2-chloro-phenyl)-N-tert-butoxycarbonyl-carbamate